NC1=CC=C(C=N1)N1C=C(C(C2=CC(=C(C=C12)N1C2(CC(C1)C2)COC2=NC(=CC=C2Cl)OC)Cl)=O)C(=O)O 1-(6-aminopyridin-3-yl)-6-chloro-7-(1-[[(3-chloro-6-methoxy-pyridin-2-yl)oxy]methyl]-2-azabicyclo[2.1.1]hexan-2-yl)-4-oxoquinoline-3-carboxylic acid